FC(CCNC(=O)C1=CC=C2C(=N1)C=CN2)(F)F N-(3,3,3-trifluoropropyl)-1H-pyrrolo[3,2-b]pyridine-5-carboxamide